Cl[Sn] chlorotin